5-[6-[4-[(6-chloro-3-pyridinyl)methyl]piperazin-1-yl]-2-isopropyl-3-pyridinyl]-1,3-dimethyl-pyridin-2-one ClC1=CC=C(C=N1)CN1CCN(CC1)C1=CC=C(C(=N1)C(C)C)C=1C=C(C(N(C1)C)=O)C